O=C1N(C([C@@H](N1)CC(C)C1=CC=CC=C1)=O)C1CC2(CC(C2)OC2=C(C(=O)N)C=CC=N2)C1 2-(((αR)-6-((S)-2,5-dioxo-4-(2-phenyl-propyl)imidazolidin-1-yl)spiro[3.3]heptan-2-yl)oxy)nicotinamide